O1CCCCCCCCC=CCCCCCC1 Oxacycloheptadec-10-ene